3-glycidoxy-propyltrimethoxysilane C(C1CO1)OCCC[Si](OC)(OC)OC